CC(C(=O)O)C(C(CC)C)C 2,3,4-trimethylhexanoic acid